4-hydroxy-N-(4-hydroxyphenylethyl)benzamide OC1=CC=C(C(=O)NCCC2=CC=C(C=C2)O)C=C1